C1(CC1)CN1C(N(C(C2=CC(=CC=C12)S(=O)(=O)NC1(CC1)C)=O)C1C(NC1)C)=O 1-(cyclopropylmethyl)-3-(2-methylazetidin-3-yl)-N-(1-methylcyclopropyl)-2,4-dioxo-1,2,3,4-tetrahydroquinazoline-6-sulfonamide